N-{1-[(1-{4-[(3R)-2,6-DIOXOPIPERIDIN-3-YL]PHENYL}PIPERIDIN-4-YL)METHYL]-2,2-DIMETHYLPIPERIDIN-4-YL}-1-[6-(2-HYDROXYPHENYL)PYRIDAZIN-4-YL]-4-PHENYLPIPERIDINE-4-CARBOXAMIDE O=C1NC(CC[C@@H]1C1=CC=C(C=C1)N1CCC(CC1)CN1C(CC(CC1)NC(=O)C1(CCN(CC1)C1=CN=NC(=C1)C1=C(C=CC=C1)O)C1=CC=CC=C1)(C)C)=O